N[C@H]([C@@H](CC1=C(C=CC(=C1)OC)S(=O)(=O)NC[C@H](C)O)O)CC1=CC=CC=C1 ((2R,3S)-3-amino-2-hydroxy-4-phenylbutyl)-N-((S)-2-hydroxypropyl)-4-methoxybenzenesulfonamide